FC1=CC(=C(C=C1)[C@H]1[C@H](O[C@@](C1)(C(F)(F)F)C)C(=O)NC1=CC(=NC=C1)C(=O)N)OC (2S,3S,5S)-4-[[3-(4-Fluoro-2-methoxy-phenyl)-5-methyl-5-(trifluoromethyl)tetrahydrofuran-2-carbonyl]amino]pyridin-2-carboxamid